CC=1C(=C(C=C(C1)C(F)(F)F)O)C=1C=NC=2C(N1)=NN(C2)C2CCOCC2 3-methyl-2-(2-(tetrahydro-2H-pyran-4-yl)-2H-pyrazolo[3,4-b]pyrazin-6-yl)-5-(trifluoromethyl)phenol